ClC=1C(=NC(=NC1)NC1=NC(=NC=C1)C)C1=CC=C2CN(C(C2=C1)=O)[C@@H](C(=O)N[C@H](CO)C1=CC(=CC=C1)F)C (2R)-2-(6-{5-chloro-2-[(2-methylpyrimidin-4-yl)amino]pyrimidin-4-yl}-1-oxo-2,3-dihydro-1H-isoindol-2-yl)-N-[(1S)-1-(3-fluorophenyl)-2-hydroxyethyl]propanamide